7-{[5-(5-chloro-4-{[(2,4-dimethoxyphenyl)methyl]amino}-7H-pyrrolo[2,3-d]pyrimidin-7-yl)pyridin-3-yl]methoxy}-N-[(2,4-dimethoxyphenyl)methyl]-N-methylquinolin-2-amine ClC1=CN(C=2N=CN=C(C21)NCC2=C(C=C(C=C2)OC)OC)C=2C=C(C=NC2)COC2=CC=C1C=CC(=NC1=C2)N(C)CC2=C(C=C(C=C2)OC)OC